3-fluoro-4-[(5'S,7a'R)-3'-oxo-5'-phenyltetrahydro-1H,3'H-spiro[piperidine-4,2'-pyrrolo[2,1-b][1,3]oxazol]-1-yl]benzonitrile FC=1C=C(C#N)C=CC1N1CCC2(C(N3[C@H](O2)CC[C@H]3C3=CC=CC=C3)=O)CC1